ClC1=C2C(=NC=C1)C=C(S2)OCCNC(OC(C)(C)C)=O tert-butyl N-[2-({7-chlorothieno[3,2-b]pyridin-2-yl}oxy)ethyl]carbamate